ClC=1N=C(SC1C1=CC(=C2C=CC=NC2=C1)C1(CC1)C=1C(=C(C(=O)N)C=C(C1)OCC1N(CC1)C)C)C (1-(7-(4-Chloro-2-methylthiazol-5-yl)quinolin-5-yl)cyclopropyl)-2-methyl-5-((1-methylazetidin-2-yl)methoxy)benzamide